4-(2-(trifluoromethoxy)phenyl)-3,6-dihydropyridin FC(OC1=C(C=CC=C1)C=1CC=NCC1)(F)F